N[C@@H]1[C@@H](OCC12CCN(CC2)C2=C(C(N(C(=N2)C)C2=CC=CC=1N=CSC12)=O)C)C 6-((3S,4S)-4-Amino-3-methyl-2-oxa-8-aza-spiro[4.5]dec-8-yl)-3-benzothiazol-7-yl-2,5-dimethyl-3H-pyrimidin-4-one